C(C)(C)(C)OC(=O)N1CC=C(CC1)C1=CC=C2C=CN(C2=C1)CC1=C(C=C(C=C1)Cl)F 4-(1-(4-chloro-2-fluorobenzyl)-1H-indol-6-yl)-5,6-dihydropyridine-1(2H)-carboxylic acid tert-butyl ester